C1=CC=C(C=C1)C2C(C2C3=CC=CC=C3)CS(=O)C4=CC=CC=C4 The molecule is a sulfoxide in which the S atom is substituted by a phenyl and (2,3-diphenylcyclopropyl)methyl group. Metabolite observed in cancer metabolism. It has a role as a human metabolite. It is a sulfoxide, a member of cyclopropanes and a member of benzenes.